COCCN1CN(C=C1)C 1-(2-methoxyethyl)-3-methylimidazole